CNC(CNC=1C=NC=C(C1)[N+](=O)[O-])=O N-methyl-2-[(5-nitropyridin-3-yl)amino]acetamide